C(C#C)C1N(CCOC1)C(=O)N (prop-2-yn-1-yl)morpholine-4-carboxamide